4-amino-7-fluoro-N,1-dimethyl-N-((3S)-6-(pentafluoro-lambda~6~-sulfan-yl)-2,3-dihydro-1-benzofuran-3-yl)-1H-pyrazolo[4,3-c]-quinoline-8-carboxamide NC1=NC=2C=C(C(=CC2C2=C1C=NN2C)C(=O)N([C@@H]2COC1=C2C=CC(=C1)S(F)(F)(F)(F)F)C)F